C(C)(C)(C)OC(=O)C(CCCCCN)N 1-tert-butyloxycarbonyl-1,6-diaminohexane